(4-(tertiary butyl)cyclohexyl)methanol C(C)(C)(C)C1CCC(CC1)CO